(E)-2-(2-amino-3-mercaptopropanamido)ethyl (4-(3,5-dimethoxystyryl) phenyl) carbonate Hydrochloride Cl.C(OCCNC(C(CS)N)=O)(OC1=CC=C(C=C1)C=CC1=CC(=CC(=C1)OC)OC)=O